C(=CC)N1CCCCC1 1-propenylpiperidin